C1(=CC=CC=C1)C1=C(C(=NN=N1)C=1C(=C(C=CC1)C1=CC=CC=C1)C1=C(C=CC=2SC3=C(C21)C=CC=C3)C3=CC=CC=C3)C3=C(C=CC=C3)C3=CC=CC=C3 [phenyl-(biphenylyl)triazinyl](phenyldibenzothiophenyl)biphenyl